4-methyl-5-(5-(6-methylpyridin-3-yl)-1-propionyl-4,5-dihydro-1H-pyrazol-3-yl)thieno[2,3-b]pyridin-6(7H)-one CC=1C2=C(NC(C1C1=NN(C(C1)C=1C=NC(=CC1)C)C(CC)=O)=O)SC=C2